(5-amino-8-(2-methoxy-6-methylpyridin-4-yl)-2-(pyridin-2-ylamino)-[1,2,4]triazolo[1,5-c]pyrimidin-7-yl)benzonitrile NC1=NC(=C(C=2N1N=C(N2)NC2=NC=CC=C2)C2=CC(=NC(=C2)C)OC)C2=C(C#N)C=CC=C2